N1CC(CCC1)NC1=NC=C(C(=N1)C1=CNC=C1)C(F)(F)F N-(piperidin-3-yl)-4-(1H-pyrrol-3-yl)-5-(trifluoromethyl)pyrimidin-2-amine